3-((2-Carboxyethyl)amino)-7-fluorobenzo[e][1,2,4]triazine-1,4-dioxide C(=O)(O)CCNC=1N=[N+](C2=C([N+]1[O-])C=CC(=C2)F)[O-]